2-(2-(2-(ethyl(2-(4-((6-hydroxy-2-(4-(methylsulfonyl)phenyl)naphthalen-1-yl)oxy)Phenoxy)ethyl)amino)ethoxy)ethoxy)acetic acid hydrochloride Cl.C(C)N(CCOCCOCC(=O)O)CCOC1=CC=C(C=C1)OC1=C(C=CC2=CC(=CC=C12)O)C1=CC=C(C=C1)S(=O)(=O)C